FC=1C=C(C=CC1)[C@@H]1N(S(OC1)(=O)=O)C(=O)OC(C)(C)C tert-butyl (S)-4-(3-fluorophenyl)-1,2,3-oxathiazolidine-3-carboxylate 2,2-dioxide